7-(2-(3-(dimethylamino)azetidin-1-yl)-7-(8-ethyl-7-fluoro-3-hydroxynaphthalen-1-yl)-5,6,7,8-tetrahydropyrido[3,4-d]pyrimidin-4-yl)-1,3,7-triazaspiro[4.5]decane-2,4-dione CN(C1CN(C1)C=1N=C(C2=C(N1)CN(CC2)C2=CC(=CC1=CC=C(C(=C21)CC)F)O)N2CC1(C(NC(N1)=O)=O)CCC2)C